[N+](=O)([O-])C(C(O)([N+](=O)[O-])[N+](=O)[O-])[N+](=O)[O-] tetranitroethanol